phenylureidophenyl-benzene C1(=CC=CC=C1)NC(NC1=C(C=CC=C1)C1=CC=CC=C1)=O